[C@H]1([C@@H](O)[C@@H](O)[C@H](O)[C@H](O1)CO)OCCN(C(CN(CC(NCCCCCNC(OCC1=CC=CC=C1)=O)=O)CC(=O)O)=O)CCO[C@@H]1[C@@H](O)[C@@H](O)[C@H](O)[C@H](O1)CO 13-[2-(bis{2-[(α-D-mannopyranosyl)oxy]ethyl}amino)-2-oxoethyl]-3,11-dioxo-1-phenyl-2-oxa-4,10,13-triazapentadecan-15-oic acid